ClC1=C(N=NC=C1)N[C@H]1CN(CCC1)CC chloro-N-[(3R)-1-ethyl-3-piperidinyl]pyridazin-3-amine